FC1=C(OCC2=NC=CC(=N2)OC2CCN(CC2)CC2=NC3=C(N2C[C@H]2OCC2)C=C(C=C3F)C(=O)O)C=CC(=C1)F 2-{[4-({2-[(2,4-difluorophenoxy)methyl]pyrimidin-4-yl}oxy)piperidin-1-yl]methyl}-4-fluoro-1-{[(2S)-oxetan-2-yl]methyl}-1H-1,3-benzodiazole-6-carboxylic acid